6'-(tert-butylsulfinyl)-2'-chloro-5',6'-dihydrospiro[oxetane-3,7'-pyrrolo[3,4-b]pyridine] C(C)(C)(C)S(=O)N1C2(C3=NC(=CC=C3C1)Cl)COC2